ClC1=NC=CC(=C1F)N 2-chloro-3-fluoro-4-pyridylamine